ClC=1C=C(C=CC1C)NC(OCC=1C=C2C(N(CC2=CC1)C1C(NC(CC1)=O)=O)=O)=O (2-(2,6-dioxopiperidin-3-yl)-3-oxoisoindolin-5-yl)methyl (3-chloro-4-methylphenyl)carbamate